ClC1=C(SC=C1)B(O)O 3-chlorothiophene-2-boronic acid